(2-((2-chloro-5-(trifluoromethyl)pyrimidin-4-yl)amino)phenyl)dimethyl-phosphine oxide ClC1=NC=C(C(=N1)NC1=C(C=CC=C1)P(C)(C)=O)C(F)(F)F